Cl.ClC=1C=C(C=NC1N1CCNCC1)NC(C)=O N-(5-chloro-6-piperazin-1-yl-3-pyridyl)acetamide hydrochloride